(S)- and (R)-2-((4-cyanophenethyl)amino)-N-(5-(4-(methyl-sulfonyl)piperazin-1-yl)-pyridin-2-yl)-2-phenyl-acetamide C(#N)C1=CC=C(CCN[C@H](C(=O)NC2=NC=C(C=C2)N2CCN(CC2)S(=O)(=O)C)C2=CC=CC=C2)C=C1 |r|